FC1OC=CO1 fluoro(1,3-dioxole)